FC=1C(=C(C=C2C=NNC12)NC1=CC=C(C=C1)F)C#CC1CCOCC1 7-fluoro-N-(4-fluorophenyl)-6-(2-tetrahydropyran-4-ylethynyl)-1H-indazol-5-amine